C(C=C)(=O)N1C(CC(CC1)N1C=NC=2C(=NC=3C(=C(C(=CC3C21)Cl)C2=C(C(=CC=C2)C)C)F)OCC2N(CCC2)C)CC#N 2-(1-acryloyl-4-(8-chloro-7-(2,3-dimethylphenyl)-6-fluoro-4-((1-methyl-pyrrolidin-2-yl)methoxy)-1H-imidazo[4,5-c]quinolin-1-yl)piperidin-2-yl)acetonitrile